FCC12OCC(C1)(C2)N2N=C1C=C(C(=CC1=C2)C(=O)NC=2C(N(C=CC2)[C@H]2[C@@H](C2)C)=O)OC(C)C 2-(1-(fluoromethyl)-2-oxabicyclo[2.1.1]hex-4-yl)-6-isopropoxy-N-(1-((1r,2r)-2-methylcyclopropyl)-2-oxo-1,2-dihydropyridin-3-yl)-2H-indazole-5-carboxamide